2-(5-bromopyridin-2-yl)acetamide Tert-butyl-(S)-(1-fluoro-3-(2-(7-hydroxy-1H-indol-2-yl)-1-methyl-5-oxo-1,5,7,8-tetrahydro-6H-imidazo[4,5-g]isoquinolin-6-yl)propan-2-yl)carbamate C(C)(C)(C)N(C(O)=O)[C@H](CF)CN1C(C=2C=C3C(=CC2CC1)N(C(=N3)C=3NC1=C(C=CC=C1C3)O)C)=O.BrC=3C=CC(=NC3)CC(=O)N